N-(3-(4-methylpiperazin-1-yl)propyl)-5-(4-(thiomorpholinomethyl)phenyl)thieno[3,2-b]pyridin-7-amine CN1CCN(CC1)CCCNC1=C2C(=NC(=C1)C1=CC=C(C=C1)CN1CCSCC1)C=CS2